2,3-dimethyl-benzothiazole iodide [I-].CC1SC2=C(N1C)C=CC=C2